C(C)P(C1=CC=CC=C1)C1=CC=CC=C1 ethyl-diphenyl-phosphine